C(CCC)N(C(N)=NC1CCCCC1)C1CCCCC1 N'-Butyl-N',N''-dicyclohexylguanidin